O1C2(C1)C[C@H]1CC[C@@H](C2)N1C(=O)OC(C)(C)C tert-Butyl (1R,3s,5S)-8-azaspiro[bicyclo[3.2.1]octane-3,2'-oxirane]-8-carboxylate